6-(1-Methylindolin-4-yl)-2-(pyrimidin-2-yl)-5,6,7,8-tetrahydrophthalazin-1(2H)-one CN1CCC2=C(C=CC=C12)C1CC=2C=NN(C(C2CC1)=O)C1=NC=CC=N1